[O-2].[Sc+3].[O-2].[O-2].[Sc+3] scandium-oxide